dimethyl 5-(methoxymethyl)-2,3-pyridinedicarboxylate COCC=1C=C(C(=NC1)C(=O)OC)C(=O)OC